(3E,6E)-3,7-dimethyl-9-(2,6,6-trimethylcyclohex-1-en-1-yl)nona-3,6-dienal C/C(/CC=O)=C\C\C=C(\CCC1=C(CCCC1(C)C)C)/C